1-hexylnonyl 8-[[8-(1-hexylnonoxy)-8-oxo-octyl]-[2-[2-[2-[2-[2-(1H-imidazole-4-carbonylamino)ethoxy]ethoxy]ethoxy]ethoxy]ethyl]amino]octanoate C(CCCCC)C(CCCCCCCC)OC(CCCCCCCN(CCCCCCCC(=O)OC(CCCCCCCC)CCCCCC)CCOCCOCCOCCOCCNC(=O)C=1N=CNC1)=O